FC1=CC=C(C(=O)N[C@@H](C)C=2N=C3[C@@H]4[C@H](CN(C3=CC2)C(=O)OC2CC2)C4)C=C1 cyclopropyl (6aR,7aS)-2-((S)-1-(4-fluorobenzamido)-ethyl)-6,6a,7,7a-tetrahydro-5H-cyclopropa[c][1,5]naphthyridine-5-carboxylate